1-methyl (S)-2-((S)-2-(((benzyloxy)carbonyl)(methyl)amino)propanamido)-2-cyclohexylacetate C(C1=CC=CC=C1)OC(=O)N([C@H](C(=O)N[C@H](C(=O)OC)C1CCCCC1)C)C